6-chloro-N-(5-isopropyl-1H-pyrazol-3-yl)pyrazin-2-amine ClC1=CN=CC(=N1)NC1=NNC(=C1)C(C)C